((THIEN-3-YL)METHYL)ISOCYANIDE S1C=C(C=C1)C[N+]#[C-]